C1(=CC=CC=C1)C=1C2=C(N(CN1)C1CCCC1)NC=C2 4-phenyl-N-cyclopentyl-7H-pyrrolo[2,3-d]pyrimidine